C(CCCCCCC)(=O)NN caprylic acid hydrazide